O1CC(C1)N1CCC(CC1)N 1-(oxetan-3-yl)piperidin-4-amine